Cl.CN(CCC(=O)Cl)C 3-(dimethylamino)propionyl chloride hydrochloride